1-(oxetan-2-ylmethyl)-1H-imidazole-5-carbaldehyde O1C(CC1)CN1C=NC=C1C=O